C(C)(C)OC(C(C(=O)OC(C)C)CC)=O 2-ethylmalonic acid diisopropyl ester